di(4-toluyl) disulfide C1(=CC=C(C=C1)SSC1=CC=C(C=C1)C)C